2-amino-3-bromo-4-chlorobenzoic acid NC1=C(C(=O)O)C=CC(=C1Br)Cl